OC1=C(C=C(C=C1)/C=C/C(=O)C1=CC=C(C=C1)C(F)(F)F)C (E)-3-(4-Hydroxy-3-methylphenyl)-1-[4-(trifluoromethyl)phenyl]prop-2-en-1-one